FC=1C(=C(C=CC1)C=1CCCC2=C(C1C1=CC=C(C=C1)C=C1CN(C1)CCCF)C=CC=C2)C(F)(F)F 8-(3-Fluoro-2-(trifluoromethyl)phenyl)-9-(4-((1-(3-fluoropropyl)azetidin-3-yliden)methyl)phenyl)-6,7-dihydro-5H-benzo[7]annulen